7-((2-((4-((1S,4S)-2,5-diazabicyclo[2.2.1]heptan-2-yl)-2-(difluoromethoxy)phenyl)amino)-5-(trifluoromethyl)pyrimidin-4-yl)amino)isoindolin-1-one [C@@H]12N(C[C@@H](NC1)C2)C2=CC(=C(C=C2)NC2=NC=C(C(=N2)NC=2C=CC=C1CNC(C21)=O)C(F)(F)F)OC(F)F